methyl (S,E)-(7-amino-1-((1-((7-neopentyl-1H-benzo[d]imidazol-2-yl)methyl)-2-oxo-1,2-dihydropyridin-3-yl)amino)-1,7-dioxohept-5-en-2-yl)carbamate NC(/C=C/CC[C@@H](C(=O)NC=1C(N(C=CC1)CC1=NC2=C(N1)C(=CC=C2)CC(C)(C)C)=O)NC(OC)=O)=O